ClC1=NC=C(C(=N1)NC)F 2-chloro-5-fluoro-N-methylpyrimidin-4-amine